CC1CCN(CC1)CC1=NC=CC=C1 2-((4-methylpiperidin-1-yl)methyl)pyridine